C(C)N1N=C(C(=C1)C1=C(C=C(C=C1)O)C1C2=C(CNC1)SC(=C2)C#N)C(F)(F)F 4-(2-(1-ethyl-3-(trifluoromethyl)-1H-pyrazol-4-yl)-5-hydroxyphenyl)-4,5,6,7-tetrahydrothieno[2,3-c]pyridine-2-carbonitrile